NC1CC2CCC(C1)N2C=2N(C(C1=C(N2)NC=C1C1=C(C2=CN(N=C2C=C1)C(C)(C)C)Cl)=O)C 2-(Endo-3-amino-8-azabicyclo[3.2.1]oct-8-yl)-5-(2-(tert-butyl)-4-chloro-2H-indazol-5-yl)-3-methyl-3,7-dihydro-4H-pyrrolo[2,3-d]pyrimidin-4-one